C(C)OC(=O)C1=NN(C2=C1CN(CC2C)C(=O)C=2NC=CC2)CC2=C(C=C(C=C2)F)[N+](=O)[O-] 1-(4-fluoro-2-nitrobenzyl)-7-methyl-5-(1H-pyrrole-2-carbonyl)-4,5,6,7-tetrahydro-1H-pyrazolo[4,3-c]Pyridine-3-carboxylic acid ethyl ester